N-(3-cyclopropyl-1-(6-(1,1-difluoroethyl)pyridin-2-yl)-1H-pyrazolo[4,3-c]pyridin-6-yl)-3-methoxypropionamide C1(CC1)C1=NN(C2=C1C=NC(=C2)NC(CCOC)=O)C2=NC(=CC=C2)C(C)(F)F